(3R,4S)-benzyl-3-azido-1-((S)-2-((tert-butoxycarbonyl)amino)propanoyl)-4-(3-(4,4,5,5-tetramethyl-1,3,2-dioxaborolan-2-yl)propyl)pyrrolidine-3-carboxylate C(C1=CC=CC=C1)OC(=O)[C@@]1(CN(C[C@@H]1CCCB1OC(C(O1)(C)C)(C)C)C([C@H](C)NC(=O)OC(C)(C)C)=O)N=[N+]=[N-]